ClC1=CN(C=2N=C(N=C(C21)N[C@H]2CN(C[C@@H]2F)C(=O)OC(C)(C)C)NC=2C=NN(C2)CC)COCC[Si](C)(C)C (3S,4S)-tert-butyl 3-((5-chloro-2-((1-ethyl-1H-pyrazol-4-yl) amino)-7-((2-(trimethylsilyl) ethoxy) methyl)-7H-pyrrolo[2,3-d]pyrimidin-4-yl) amino)-4-fluoropyrrolidine-1-carboxylate